C(C1=CC=CC=C1)OC1=C(C(=C(C(=C1)C)C(=O)OCC)O)CC=O ethyl 5-(benzyloxy)-4-(formylmethyl)-3-hydroxy-2-toluate